5-(pyrido[2,3-b]pyrazin-7-yl)-N-(3,3,3-trifluoropropyl)pyrrolo[2,1-f][1,2,4]triazin-2-amine N1=C2C(=NC=C1)N=CC(=C2)C=2C=CN1N=C(N=CC12)NCCC(F)(F)F